OC1=C(C=CC=C1)C1=CC=C(C=C1)C=1C=C2C=C(C(NC2=CC1)=O)CC=1C=C(C(=O)O)C=CC1 3-((6-(2'-hydroxy-[1,1'-biphenyl]-4-yl)-2-oxo-1,2-dihydroquinolin-3-yl)methyl)benzoic acid